NC=1NC(C=2N(C(N(C2N1)[C@@H]1O[C@@H]([C@H]([C@H]1O)F)CO)=O)CC(F)F)=O 2-Amino-7-(2,2-difluoroethyl)-9-((2R,3S,4S,5R)-4-fluoro-3-hydroxy-5-(hydroxymethyl)tetrahydrofuran-2-yl)-7,9-dihydro-1H-purin-6,8-dion